4,6-bis(trifluoromethyl)-N-(3-(trifluoromethyl)phenyl)-1H-benzo[d]imidazol-2-amine FC(C1=CC(=CC=2NC(=NC21)NC2=CC(=CC=C2)C(F)(F)F)C(F)(F)F)(F)F